4,8-bis[3-(dibenzothiophen-4-yl)phenyl]-[1]benzofuro[3,2-d]pyrimidine C1=CC=C(C=2SC3=C(C21)C=CC=C3)C=3C=C(C=CC3)C=3C2=C(N=CN3)C3=C(O2)C=CC(=C3)C3=CC(=CC=C3)C3=CC=CC2=C3SC3=C2C=CC=C3